5-bromo-N1-((1-ethyl-1H-imidazol-5-yl)methyl)-3-fluorobenzene-1,2-diamine BrC1=CC(=C(C(=C1)NCC1=CN=CN1CC)N)F